BrC=1C2=C(C=NC1)C=NN2CC(F)F 7-bromo-1-(2,2-difluoroethyl)pyrazolo[4,3-c]pyridine